FC(OC1=CC=C(C=C1)NC(=O)NC1=CC=C(C=C1)OC(F)(F)F)(F)F 1,3-bis(4-(trifluoromethoxy)phenyl)urea